FC=1C=C(\C=N\S(=O)C(C)(C)C)C=CC1C(C)C (E)-N-(3-fluoro-4-isopropylbenzylidene)-2-methylpropane-2-sulfinamide